Cl.O=C1N(CC2=CC(=CC=C12)O[C@@H]1CNCC1)C1C(NC(CC1)=O)=O 3-[1-oxo-5-[(3S)-pyrrolidin-3-yl]oxy-isoindolin-2-yl]piperidine-2,6-dione hydrochloride